COCC(COC)N1C2=NC(=NC=C2N(C1=O)C)NC=1C(=CC=2N(C1)N=CN2)C 9-(1,3-Dimethoxypropan-2-yl)-7-methyl-2-((7-methyl-[1,2,4]triazolo[1,5-a]pyridin-6-yl)amino)-7,9-dihydro-8H-purin-8-one